NCC1(CCC(CC1)(F)F)O 1-(aminomethyl)-4,4-difluoro-cyclohexanol